NC=1C=C(C=CC1)C1=CC=C(C=C1)CC(C(=O)OC(C)(C)C)(C)C tert-butyl 3-(3'-amino-[1,1'-biphenyl]-4-yl)-2,2-dimethylpropionate